[C@@H]12N(C[C@@H](NC1)C2)C=2N=CC=1N=CN=C(C1N2)NC2=C(C(=C(C=C2)OC(F)F)Cl)F 6-((1S,4S)-2,5-diazabicyclo[2.2.1]heptan-2-yl)-N-(3-chloro-4-(difluoromethoxy)-2-fluorophenyl)pyrimido[5,4-d]pyrimidin-4-amine